(S)-methyl-2-((2R,3S)-1-benzhydryl-2-methylazetidin-3-yl)-2-(methylsulfonyl)acetate COC([C@@H](S(=O)(=O)C)[C@@H]1[C@H](N(C1)C(C1=CC=CC=C1)C1=CC=CC=C1)C)=O